C12(CC3CC(CC(C1)C3)C2)CCO 2-((3r,5r,7r)-adamantan-1-yl)ethan-1-ol